C(C)SCCN(CC1=NC=CC=C1)C 2-(ethylsulfanyl)-N-methyl-N-(pyridin-2-ylmethyl)ethan-1-amine